tert-butyl (S)-(1'-(5-((8-chloro-2-(5-methoxypyridin-2-yl)imidazo[1,2-a]pyridin-7-yl)thio)-3-(hydroxymethyl)pyrazin-2-yl)-1,3-dihydrospiro[indene-2,4'-piperidine]-1-yl)carbamate ClC=1C=2N(C=CC1SC=1N=C(C(=NC1)N1CCC3(CC1)[C@@H](C1=CC=CC=C1C3)NC(OC(C)(C)C)=O)CO)C=C(N2)C2=NC=C(C=C2)OC